C(C)OC(=O)C=1C=NC(=NC1)NCC1=CC(=CC(=C1)OC(C)C)OCC 2-((3-ethoxy-5-isopropoxy-benzyl)amino)pyrimidine-5-carboxylic acid ethyl ester